COC(COC1=NN=C(S1)N)C (2-methoxypropoxy)-1,3,4-thiadiazol-2-amine